ClC1=NC2=CC(=C(C=C2C(=N1)Cl)Cl)OC 2,4,6-trichloro-7-methoxyquinazoline